FC(N1N=CC(=C1C)C1=NC(=CC=C1C(C)=O)N1C=NC2=C1C=CC(=C2)NC=2N=NC(=CC2)C)F 1-[2-[1-(difluoromethyl)-5-methyl-pyrazol-4-yl]-6-[5-[(6-methylpyridazin-3-yl)amino]benzimidazol-1-yl]-3-pyridinyl]ethanone